BrC1=CC(=CC2=C1N=NN(C2=O)C2C(NC(CC2)=O)=O)C 3-(8-bromo-6-methyl-4-oxo-benzo[d][1,2,3]triazin-3(4H)-yl)piperidine-2,6-dione